4-[4-(5-bromo-1,3,4-thiadiazol-2-yl)piperazin-1-yl]Piperidine-1-carboxylic acid tert-butyl ester C(C)(C)(C)OC(=O)N1CCC(CC1)N1CCN(CC1)C=1SC(=NN1)Br